Cl.C1CC12CNCC(C2)O 5-azaspiro[2.5]octan-7-ol hydrochloride